C(C)(C)(C)OC(=O)N1[C@@H](CCC1)CC#C (S)-2-(prop-2-yn-1-yl)pyrrolidine-1-carboxylic acid tert-butyl ester